aluminum mono-sec-butoxide di-iso-propoxide CC([O-])C.CC([O-])C.CC([O-])CC.[Al+3]